FC(C(=O)O)(F)F.NC1(CCN(CC1)C([C@@H](CCCCN)NC([C@@H](CC#CC1=CC=CC=C1)NC([C@@H](CC1=CC=CC=C1)N)=O)=O)=O)C(=O)O 4-amino-1-[(2R)-6-amino-2-[[(2R)-2-[[(2R)-2-amino-3-phenyl-propionyl]amino]-5-phenyl-pent-4-ynoyl]amino]hexanoyl]piperidine-4-carboxylic acid trifluoroacetate